CN(C1=C(C=CC=C1)[N+](=O)[O-])C1=CC=CC=C1 N-methyl-2-nitro-N-phenylaniline